C(#N)C=1C(=NC(=C(C(=O)NC=2C=C(C=CC2)[S@](=O)(C)=NC(OC(C)(C)C)=O)C1C)N1CCC(CCC1)(F)F)C(F)(F)F tert-butyl (R)-((3-(5-cyano-2-(4,4-difluoroazepan-1-yl)-4-methyl-6-(trifluoromethyl)nicotinamido)phenyl)(methyl)(oxo)-λ6-sulfaneylidene)carbamate